3-n-octylphosphine CCC(CCCCC)P